NC1CCC(CC1)C1(NC(=NC=C1C=1C=NN(C1)C)NC1=CC(=CC=C1)Cl)N 4-((1s,4s)-4-aminocyclohexyl)-N2-(3-chlorophenyl)-5-(1-methyl-1H-pyrazol-4-yl)pyrimidine-2,4-diamine